tert-butyl (2S)-2-(cyanomethyl)-4-[2-[[(2R)-1-methylpyrrolidin-2-yl]methoxy]-5,6,7,8-tetrahydropyrido[3,4-d]pyrimidin-4-yl]piperazine-1-carboxylate C(#N)C[C@@H]1N(CCN(C1)C=1C2=C(N=C(N1)OC[C@@H]1N(CCC1)C)CNCC2)C(=O)OC(C)(C)C